4-amino-1,3-dihydrofuro[3,4-c][1,7]naphthyridine-8-carboxylic acid NC1=NC=2C=NC(=CC2C2=C1COC2)C(=O)O